2-Chloro-7-(3,3-dimethylbutyl)-7,8-dihydro-1,6-naphthyridine-6(5H)-carboxylic acid tert-butyl ester C(C)(C)(C)OC(=O)N1CC=2C=CC(=NC2CC1CCC(C)(C)C)Cl